C(C)(C)(C)OC(=O)N1C[C@@H](CCC1)NC1=NC=C2N(C(=NC2=N1)C1=C(C=C(C=C1)Br)OC)C (R)-3-(8-(4-bromo-2-methoxyphenyl)-7-methyl-7H-purin-2-yl)aminopiperidine-1-carboxylic acid tert-butyl ester